FC(C(C(F)(F)F)(O)[C@]1(CN(CC1)C(C)(C)C=1C=NC(=CC1)C)CCC1=CC=C(C#N)C=C1)(F)F |o1:8| (R or S)-4-(2-(3-(1,1,1,3,3,3-hexafluoro-2-hydroxypropan-2-yl)-1-(2-(6-methylpyridin-3-yl)propan-2-yl)pyrrolidin-3-yl)ethyl)benzonitrile